3,9-dihydroxy-8-((pentylamino)methyl)benzo[5,6]oxazepin OC1=NOC2=C(C=C1)C=CC(=C2O)CNCCCCC